FC(OC1=NN(C(=C1)C)C1=C(C=CC(=N1)N1C=NC2=C1C=C(C(=C2)OC)NC=2N=NC(=CC2C(=O)N(CC(F)(F)F)C)C)C(F)F)F 3-[[3-[6-[3-(difluoromethoxy)-5-methyl-pyrazol-1-yl]-5-(difluoromethyl)-2-pyridyl]-6-methoxy-benzimidazol-5-yl]amino]-N,6-dimethyl-N-(2,2,2-trifluoroethyl)pyridazine-4-carboxamide